C(N)(=O)C=1C=C2C=NN(C2=CC1)CC1=CC=C(C=C1)P(O)(O)=O 4-((5-carbamoyl-indazol-1-yl)methyl)phenylphosphonic acid